(3S,5S,7S)-1-Adamantanol C12(CC3CC(CC(C1)C3)C2)O